trans-tert-butyl 2-(2-chloro-6-(6-(methylcarbamoyl)pyrimidin-4-yl)pyridin-4-yl)-6-(cyanomethyl)morpholine-4-carboxylate ClC1=NC(=CC(=C1)[C@@H]1CN(C[C@H](O1)CC#N)C(=O)OC(C)(C)C)C1=NC=NC(=C1)C(NC)=O